tert-butyl (2-(methylcarbamoyl)-5-nitrophenyl)carbamate CNC(=O)C1=C(C=C(C=C1)[N+](=O)[O-])NC(OC(C)(C)C)=O